4-nitro-3-[2,2,2-trifluoro-1-methyl-ethoxy]-1H-pyrazole [N+](=O)([O-])C=1C(=NNC1)OC(C(F)(F)F)C